N[C@H](C(=O)O[C@@H]1[C@H](O[C@H](C1(F)F)N1C(N=C(C=C1)NC(=O)OCCCC)=O)COC(C(C)C)=O)C(C)C (2R,3R,5R)-5-[4-[(butoxycarbonyl)amino]-2-oxo-1,2-dihydropyrimidin-1-yl]-4,4-difluoro-2-[[(2-methylpropanoyl)oxy]methyl]oxolan-3-yl (2S)-2-amino-3-methylbutanoate